2,3,4,5-tetramethyl-4,5-dihydro-3H-imidazo[4,5-c][1,7]naphthyridin-6-amine CC1=NC2=C(C(N(C3=C(N=CC=C23)N)C)C)N1C